C(C)(C)(C)OC(=O)NC(=N)NC1=NC=C(C=N1)C(=O)OC=1C=2N(C(=CC1)CC(NS(=O)(=O)C)=O)N=CN2 5-[(methanesulfonylcarbamoyl)methyl]-[1,2,4]triazolo[1,5-a]pyridin-8-yl 2-[({[(tert-butoxy)carbonyl]amino}methanimidoyl) amino]pyrimidine-5-carboxylate